(R)-2-(4-(Benzo[d]thiazol-7-yl)phenyl)-2-(3-(2-ethynylthiazol-4-yl)ureido)-N-methylacetamide S1C=NC2=C1C(=CC=C2)C2=CC=C(C=C2)[C@H](C(=O)NC)NC(=O)NC=2N=C(SC2)C#C